OCCCOC(C(CO)(C)C)=O 3-hydroxypropyl-2,2-dimethyl-3-hydroxypropionate